C(=O)(O)C1=C(C(=C(C=C1)OB(O)O)C(=O)O)C(=O)O tricarboxyphenyl-boric acid